ethyl (1S,2S)-2-((S)-1-hydroxy-3-methoxypropyl)cyclopropane-1-carboxylate O[C@@H](CCOC)[C@@H]1[C@H](C1)C(=O)OCC